The molecule is a heparan sulfate octasaccharide with sequence: GlcA-GlcNSO3(6-OSO3)-IdoA(2-OSO3)-GlcNSO3(6-OSO3)-IdoA(2-OSO3)-GlcNSO3-IdoA-aManR (aManR = 2,5-anhydro-D-mannitol). It is an amino octasaccharide, an oligosaccharide sulfate and a heparan sulfate octasaccharide. C([C@@H]1[C@H]([C@@H]([C@H](O1)CO)O[C@H]2[C@@H]([C@H]([C@@H]([C@@H](O2)C(=O)O)O[C@@H]3[C@@H]([C@H]([C@@H]([C@H](O3)CO)O[C@H]4[C@@H]([C@H]([C@@H]([C@@H](O4)C(=O)O)O[C@@H]5[C@@H]([C@H]([C@@H]([C@H](O5)COS(=O)(=O)O)O[C@H]6[C@@H]([C@H]([C@@H]([C@@H](O6)C(=O)O)O[C@@H]7[C@@H]([C@H]([C@@H]([C@H](O7)COS(=O)(=O)O)O[C@H]8[C@@H]([C@H]([C@@H]([C@H](O8)C(=O)O)O)O)O)O)NS(=O)(=O)O)O)OS(=O)(=O)O)O)NS(=O)(=O)O)O)OS(=O)(=O)O)O)NS(=O)(=O)O)O)O)O)O